2-[[4-(1-methylpyrazol-3-yl)phenyl]methylamino]-5-(trifluoromethyl)-4H-[1,2,4]triazolo[1,5-a]pyrimidin-7-one CN1N=C(C=C1)C1=CC=C(C=C1)CNC1=NN2C(NC(=CC2=O)C(F)(F)F)=N1